2-((R)-7-((R)-1-ethylpiperidin-3-yl)-5-methyl-6,7-dihydro-5H-pyrrolo[2,3-c]pyridazin-3-yl)-3-methyl-5-(trifluoromethyl)phenol C(C)N1C[C@@H](CCC1)N1C[C@@H](C2=C1N=NC(=C2)C2=C(C=C(C=C2C)C(F)(F)F)O)C